(5-(3,3,3-trifluoro-1-(2-phenyl-1H-indol-3-yl)propyl)thiophen-3-yl)boronic acid FC(CC(C1=C(NC2=CC=CC=C12)C1=CC=CC=C1)C1=CC(=CS1)B(O)O)(F)F